N-(2-fluoro-4-methyl-5-(8-morpholinoimidazo[1,2-a]pyridin-6-yl)phenyl)-3-(1-methylcyclopropyl)pyrrolidine-1-carboxamide FC1=C(C=C(C(=C1)C)C=1C=C(C=2N(C1)C=CN2)N2CCOCC2)NC(=O)N2CC(CC2)C2(CC2)C